C(C)NS(=O)(=O)C1=CC=C(C=C1)NC1=NC=C(C(=N1)O[C@H]1[C@H](COCC1)OCC1=CC=C(C=C1)OC)C(F)(F)F N-ethyl-4-((4-(((3S,4R)-3-((4-methoxybenzyl)oxy)tetrahydro-2H-pyran-4-yl)oxy)-5-(trifluoromethyl)pyrimidin-2-yl)amino)benzenesulfonamide